(3-(quinolin-2-yl)phenyl)methanol N1=C(C=CC2=CC=CC=C12)C=1C=C(C=CC1)CO